tert-butyl 4-[(1R)-1-[4-[3-(2,6-dibenzyloxy-3-pyridyl)-5,7-difluoro-1-methyl-indazol-6-yl]-3,6-dihydro-2H-pyridin-1-yl]ethyl]piperidine-1-carboxylate C(C1=CC=CC=C1)OC1=NC(=CC=C1C1=NN(C2=C(C(=C(C=C12)F)C=1CCN(CC1)[C@H](C)C1CCN(CC1)C(=O)OC(C)(C)C)F)C)OCC1=CC=CC=C1